4-[4-(1,3-benzooxazol-2-yl)azepan-1-yl]-1,6-dimethyl-2-oxo-1,2-dihydroquinoline-3-carboxamide O1C(=NC2=C1C=CC=C2)C2CCN(CCC2)C2=C(C(N(C1=CC=C(C=C21)C)C)=O)C(=O)N